(2S,5R)-5-(2-chlorophenyl)-1-(4-(2,6-dimethoxypyridin-3-yl)benzoyl)pyrrolidine-2-carboxylic acid ClC1=C(C=CC=C1)[C@H]1CC[C@H](N1C(C1=CC=C(C=C1)C=1C(=NC(=CC1)OC)OC)=O)C(=O)O